ClC1=C(C=CC=C1)C=1OC2=C(C(=CC(=C2C(C1)=O)O)O)[C@@H]1[C@@H](CN(CC1)C)O 2-(2-chlorophenyl)-5,7-dihydroxy-8-[(3S,4R)-3-hydroxy-1-methylpiperidin-4-yl]chromen-4-one